FC1=C(OC2=CC3=C(N=C(N=C3)NC3=C(C=C(C(=C3)[N+](=O)[O-])OCCN(C)C)OC)N(C2=O)C)C=CC(=C1)F 6-(2,4-difluorophenoxy)-2-((4-(2-(dimethylamino)ethoxy)-2-methoxy-5-nitrophenyl)amino)-8-methylpyrido[2,3-d]Pyrimidin-7(8H)-one